N1CC(C1)CC(=O)[O-] azetidin-3-ylacetate